ethyl 1-(3-cyano-1H-indazol-5-yl)-1H-pyrazole-4-carboxylate C(#N)C1=NNC2=CC=C(C=C12)N1N=CC(=C1)C(=O)OCC